O1C(CN2B1OC(C2)=O)=O [1,3,2]oxazaborolo[2,3-b][1,3,2]oxazaborole-2,6(3H,5H)-dione